3-chloro-N-(2-(pyrrolidin-1-yl)ethyl)pyrazin-2-amine ClC=1C(=NC=CN1)NCCN1CCCC1